3-(4-chloro-2-fluoro-phenoxy)-5-methyl-N-[3-(methylsulfonimidoyl)phenyl]-6-(trifluoromethyl)pyridazine-4-carboxamide ClC1=CC(=C(OC=2N=NC(=C(C2C(=O)NC2=CC(=CC=C2)S(=O)(=N)C)C)C(F)(F)F)C=C1)F